(S)-7-(3,5-dimethoxyphenyl)-3-(1-methyl-4-nitro-1H-pyrazol-5-yl)-1,4,5,6,7,8-hexahydrocyclohepta[C]pyrazole COC=1C=C(C=C(C1)OC)[C@H]1CCCC2=C(NN=C2C2=C(C=NN2C)[N+](=O)[O-])C1